2-(3-cyclopropyl-1-(trans-3-ethynylcyclobutyl)-1H-pyrazol-4-yl)quinoxaline Bromid [Br-].C1(CC1)C1=NN(C=C1C1=NC2=CC=CC=C2N=C1)[C@@H]1C[C@H](C1)C#C